NC1=NC=C(C=N1)C=1C=C2C(=NC=NC2=CC1)N[C@H](C)C1=CC=C(C=C1)F 6-(2-aminopyrimidin-5-yl)-N-[(1R)-1-(4-fluorophenyl)ethyl]Quinazolin-4-amine